6-Chloro-4-(cyclobutylmethyl)-7-fluoro-3,4-dihydro-2H-1,4-benzoxazine-8-carboxylic acid ClC=1C(=C(C2=C(N(CCO2)CC2CCC2)C1)C(=O)O)F